Racemic-(6R)-17-amino-12-pyrimidin-2-yl-6,15-bis(trifluoromethyl)-19-oxa-3,4,13,18-tetrazatricyclo[12.3.1.12,5]nonadeca-1(18),2,4,14,16-pentaen-6-ol NC1=CC(=C2NC(CCCCC[C@](C3=NN=C(C1=N2)O3)(O)C(F)(F)F)C3=NC=CC=N3)C(F)(F)F |r|